2,9-diacetyl-6-chloropurine C(C)(=O)C1=NC(=C2N=CN(C2=N1)C(C)=O)Cl